ClC=1C=NC(=C(C(=O)NC2CCC(CC2)CN2C(N(C3=NC=CC=C32)C3=CC2=C(C(=NO2)C)C=C3)=O)C1)C(F)F 5-chloro-2-(difluoromethyl)-N-((1r,4r)-4-((3-(3-methylbenzo[d]isoxazol-6-yl)-2-oxo-2,3-dihydro-1H-imidazo[4,5-b]pyridin-1-yl)methyl)cyclohexyl)nicotinamide